N-[[4-[[[5-amino-2-(4-cyanobutyl)-6H-thieno[3,2-b]azepin-7-carbonyl]-propyl-amino]methyl]phenyl]methyl]-N-methyl-carbamic acid tert-butyl ester C(C)(C)(C)OC(N(C)CC1=CC=C(C=C1)CN(CCC)C(=O)C1=CC2=C(N=C(C1)N)C=C(S2)CCCCC#N)=O